C(C)(=O)N1/C(/C(C2=CC=CC=C12)=O)=C/C=1SC2=C(N1)C=CC(=C2)C(=O)N2CC(OC(C2)C)C (E)-1-acetyl-2-((6-(2,6-dimethyl-morpholine-4-carbonyl)benzo[d]thiazol-2-yl)-methylene)indolin-3-one